5-bromo-4-chloro-2-methyl-6-(trifluoromethyl)-2H-indazole BrC1=C(C2=CN(N=C2C=C1C(F)(F)F)C)Cl